CN1CN(C=C1)CCC 1-methyl-3-propylimidazole